NC[Sn](CN)(CN)CN Tetra(aminomethyl)tin